(S)-oxetan-2-ylmethanesulfonate O1[C@@H](CC1)CS(=O)(=O)[O-]